[3-(6,8-difluoroimidazo[1,2-a]pyridin-3-yl)-1-(methylsulfanylmethyl)pyrazolo[4,3-c]pyridin-6-yl]-(3-endo-hydroxy-8-azabicyclo[3.2.1]octan-8-yl)methanone FC=1C=C(C=2N(C1)C(=CN2)C2=NN(C1=C2C=NC(=C1)C(=O)N1C2CC(CC1CC2)O)CSC)F